C1(CCCC1)OCC1=NN=C(O1)C1=NC=C(C=C1N)S(=O)(=O)C1=CC=C(C=C1)OC(F)(F)F 2-{5-[(cyclopentyloxy)methyl]-1,3,4-oxadiazol-2-yl}-5-[4-(trifluoromethoxy)benzene-1-sulfonyl]pyridin-3-amine